bis(N-benzyloxy-2,2,6,6-Tetramethyl-4-piperidyl) sebacate C(CCCCCCCCC(=O)OC1CC(N(C(C1)(C)C)OCC1=CC=CC=C1)(C)C)(=O)OC1CC(N(C(C1)(C)C)OCC1=CC=CC=C1)(C)C